2-fluoro-N-((2R)-1-(7-(4-fluorophenyl)-9-methyl-10-oxo-3,9-diazaspiro-[5.5]undecan-3-yl)-3-methyl-1-oxobutan-2-yl)-5-(trifluoromethyl)benzamide FC1=C(C(=O)N[C@@H](C(=O)N2CCC3(CC2)C(CN(C(C3)=O)C)C3=CC=C(C=C3)F)C(C)C)C=C(C=C1)C(F)(F)F